C[C@@](C(=O)O)(CC1=CC=C(C2=CC=CC=C12)C1=NC=C(C(=N1)C)C)NC(C1=C(C=C(C=C1F)N1[C@H](COCC1)C(F)(F)F)F)=O.C(C)C1=CC=C(C=C([C@H]([C@H]([C@@H]([C@H](C(O)=CC2=CC=C(C=C2)CC)O)O)O)O)O)C=C1 di(p-ethylbenzylidene)sorbitol methyl-(S)-2-(2,6-difluoro-4-((R)-3-(trifluoromethyl)morpholino)benzamido)-3-(4-(4,5-dimethylpyrimidin-2-yl)naphthalen-1-yl)propanoate